NC=1C(=C(C(=C(C(=O)N)C1)Cl)C)F 5-amino-2-chloro-4-fluoro-3-methylbenzamide